3-(1-(4-(5,7-dimethoxy-4-oxo-3,4-dihydroquinazolin-2-yl)phenyl)piperidin-4-yl)-1,1-dimethylurea COC1=C2C(NC(=NC2=CC(=C1)OC)C1=CC=C(C=C1)N1CCC(CC1)NC(N(C)C)=O)=O